(S)-N-(1-(6-cyanopyridin-3-yl)ethyl)-4-(4-methyl-6-((5-methyl-1H-pyrazol-3-yl)amino)pyrimidin-2-yl)piperazine-1-carboxamide C(#N)C1=CC=C(C=N1)[C@H](C)NC(=O)N1CCN(CC1)C1=NC(=CC(=N1)C)NC1=NNC(=C1)C